COC1=NC=CC(=C1)C1=NSC(=N1)[C@H](C)NC(=O)C1=CC(=NN1C)C(F)(F)F (S)-N-(1-(3-(2-methoxypyridin-4-yl)-1,2,4-thiadiazol-5-yl)ethyl)-1-methyl-3-(trifluoromethyl)-1H-pyrazole-5-carboxamide